tert-butyl 4-[4-[[5-methyl-7-(2-trimethylsilylethoxymethyl) pyrrolo[2,3-d]pyrimidin-4-yl] amino]cyclohexyl]piperazine-1-carboxylate CC1=CN(C=2N=CN=C(C21)NC2CCC(CC2)N2CCN(CC2)C(=O)OC(C)(C)C)COCC[Si](C)(C)C